FC(C=1OC(=NN1)C1=CC=C(C=C1)CN1N=NC(=C1)C1=CC=C(C=C1)C(F)(F)F)F 2-(difluoromethyl)-5-(4-((4-(4-(trifluoromethyl)phenyl)-1H-1,2,3-triazol-1-yl)methyl)phenyl)-1,3,4-oxadiazole